N-[5-[2-chloro-5-[[(1S,5R)-3-oxa-9-azabicyclo[3.3.1]nonan-7-yl]oxy]-4-pyridyl]pyrazolo[1,5-a]pyridin-2-yl]cyclopropanecarboxamide ClC1=NC=C(C(=C1)C1=CC=2N(C=C1)N=C(C2)NC(=O)C2CC2)OC2C[C@@H]1COC[C@H](C2)N1